C#CCCCCCCCC decyn